Tert-butyl-[(2R)-3-[(4-methoxyphenyl)methoxy]-2-methyl-propoxy]-diphenyl-silane C(C)(C)(C)[Si](C1=CC=CC=C1)(C1=CC=CC=C1)OC[C@@H](COCC1=CC=C(C=C1)OC)C